[(2R)-2-(tert-Butoxycarbonylamino)propyl]-(hex-3-ynyl-amino)propanoic acid C(C)(C)(C)OC(=O)N[C@@H](CC(C(=O)O)(C)NCCC#CCC)C